N-((S)-(7-((S*)-1-(2-(3,3-Difluorocyclobutyl)acetamido)-2-ethoxyethyl)imidazo[1,2-b]pyridazin-2-yl)(4,4-difluorocyclohexyl)methyl)-1-(ethyl-d5)-1H-pyrazole-5-carboxamide FC1(CC(C1)CC(=O)N[C@H](COCC)C1=CC=2N(N=C1)C=C(N2)[C@@H](NC(=O)C2=CC=NN2C(C([2H])([2H])[2H])([2H])[2H])C2CCC(CC2)(F)F)F |o1:9|